2-(11-methyl-dodecyl-oxyl)ethanol phosphate P(=O)(O)(O)OCCOCCCCCCCCCCC(C)C